N,N-diisopropylurea C(C)(C)N(C(=O)N)C(C)C